(S)-N-(3-Chloro-2,4-difluorophenyl)-N-methyl-1-(2-(4-methyl-3-oxopiperazin-1-yl)ethyl)-3-(6-methyl-4-(trifluoromethyl)pyridin-2-yl)-2-oxoimidazolidine-4-carboxamide ClC=1C(=C(C=CC1F)N(C(=O)[C@H]1N(C(N(C1)CCN1CC(N(CC1)C)=O)=O)C1=NC(=CC(=C1)C(F)(F)F)C)C)F